3-ethyl-4,7-dimethyl-9-(oxiran-2-yl)-3,4-dihydro-5H-pyrazolo[3,4-c]isoquinolin-5-one C(C)N1N=CC2=C1N(C(C=1C=C(C=C(C21)C2OC2)C)=O)C